C12(CC(C1)C2)N2C(C(N(CC2)CC2=NOC(=C2)Br)=O)=O 1-(bicyclo[1.1.1]pentan-1-yl)-4-((5-bromoisoxazol-3-yl)methyl)piperazine-2,3-dione